ClC=1C=C(C=CC1Cl)N1C2CN(CC1CC2)C(=O)C2=CC(NC1=CC=C(C=C21)OC)=O 4-(8-(3,4-dichlorophenyl)-3,8-diazabicyclo[3.2.1]octane-3-carbonyl)-6-methoxyquinolin-2(1H)-one